C(C)(C)(C)OCC(=O)N1CCC2(C(C2)CNC(=O)C2=CC=3C(=CN=CC3)O2)CC1 N-[[6-(2-tert-butoxyacetyl)-6-azaspiro[2.5]octan-2-yl]methyl]furo[2,3-c]pyridine-2-carboxamide